tert-nonylmercaptan CCCCCCC(C)(C)S